(1R,2R,3S,4R,5S)-4-(6-Amino-2-(methylthio)-9H-purin-9-yl)-1-(hydroxymethyl)bicyclo[3.1.0]hexane-2,3-diol NC1=C2N=CN(C2=NC(=N1)SC)[C@H]1[C@@H]([C@@H]([C@@]2(C[C@H]12)CO)O)O